((S)-1-(((S)-1-hydroxy-3-((S)-2-oxopyrrolidin-3-yl)propan-2-yl)amino)-4-methyl-1-oxopent-2-yl)carbamic acid (1r,4S)-4-isopropylcyclohexyl ester C(C)(C)C1CCC(CC1)OC(N[C@H](C(=O)N[C@H](CO)C[C@H]1C(NCC1)=O)CC(C)C)=O